(4-(3-hydroxyoxetan-3-yl)phenyl)(5-((4-(trifluoromethyl)phenyl)sulfonyl)-3,4,5,6-tetrahydropyrrolo[3,4-c]pyrrol-2(1H)-yl)methanone OC1(COC1)C1=CC=C(C=C1)C(=O)N1CC=2CN(CC2C1)S(=O)(=O)C1=CC=C(C=C1)C(F)(F)F